3-amino-1-phenyl-1,4-butanediol NC(CC(O)C1=CC=CC=C1)CO